6-(3-(methoxymethyl)phenyl)-2-(pyrimidin-2-yl)-7,8-dihydro-phthalazin-1(2H)-one COCC=1C=C(C=CC1)C1=CC=2C=NN(C(C2CC1)=O)C1=NC=CC=N1